ClC1=CC=C(C=C1)CC(=O)OC methyl 2-(4-chlorophenyl)acetate